(4-(4-((1-(trans-4-ethoxycyclohexyl)-3-(pyrimidin-2-yl)-1H-pyrazol-4-yl)carbamoyl)thiazol-2-yl)-1H-pyrazol-1-yl)methyl dihydrogen phosphate P(=O)(OCN1N=CC(=C1)C=1SC=C(N1)C(NC=1C(=NN(C1)[C@@H]1CC[C@H](CC1)OCC)C1=NC=CC=N1)=O)(O)O